3-(4-ethynylphenyl)-sulfanylpropan-1-ol C(#C)C1=CC=C(C=C1)CCC(O)S